2-(3-chloro-2-pyridinyl)-5-[[4-(trifluoromethyl)triazol-2-yl]methyl]pyrazole-3-carboxylic acid ethyl ester C(C)OC(=O)C=1N(N=C(C1)CN1N=CC(=N1)C(F)(F)F)C1=NC=CC=C1Cl